BrC[C@H]1OCC1 (S)-2-(bromomethyl)oxetane